6-[4-[cis-5-methyl-2,3,3a,4,6,6a-hexahydropyrrolo[2,3-c]pyrrol-1-yl]-5-chloro-6-fluoro-8-(methylamino)-9H-pyrido[2,3-b]indol-3-yl]-1-methyl-4-oxo-1,8-naphthyridine-3-carboxylic acid CN1C[C@@H]2[C@H](C1)CCN2C2=C(C=NC=1NC3=C(C=C(C(=C3C12)Cl)F)NC)C=1C=C2C(C(=CN(C2=NC1)C)C(=O)O)=O